(E)-N1-(2-(2,6-dioxopiperidin-3-yl)-1-oxoisoindolin-5-yl)-N8-(4-(2-((4-(2-(3-methylbenzylidene)hydrazino)-6-morpholinopyrimidin-2-yl)oxy)ethyl)phenyl)octanediamide O=C1NC(CCC1N1C(C2=CC=C(C=C2C1)NC(CCCCCCC(=O)NC1=CC=C(C=C1)CCOC1=NC(=CC(=N1)N/N=C/C1=CC(=CC=C1)C)N1CCOCC1)=O)=O)=O